benzo[d]-oxazol-2-amine O1C(=NC2=C1C=CC=C2)N